5-(indolizine-2-carbonyl)-N-[1-(trifluoromethyl)cyclobutyl]-2H,4H,5H,6H,7H-pyrazolo[4,3-c]pyridine-3-carboxamide C=1C(=CN2C=CC=CC12)C(=O)N1CC=2C(CC1)=NNC2C(=O)NC2(CCC2)C(F)(F)F